C(C)(C)N(CCC1=CNC2=CC=CC(=C12)OC(=O)C(C(=O)O)CC)C(C)C 2-(((3-(2-(diiso-propylamino)-ethyl)-1H-indol-4-yl)oxy)carbonyl)butanoic acid